(2-cyclopropylphenyl)-3-hydroxy-2,3-dihydrospiro[indene-1,3'-pyrrolidine]-5'-one-3-d C1(CC1)C1=C(C=CC=C1)N1CC2(CC1=O)CC(C1=CC=CC=C12)([2H])O